ClC=1C=CC=2C3=C(C(N(C2C1)C1=CC(=C(C=C1)Cl)F)=O)N=C(N3C)CC3=CC=C(C=C3)OC 7-chloro-5-(4-chloro-3-fluorophenyl)-2-(4-methoxybenzyl)-1-methyl-1,5-dihydro-4H-imidazo[4,5-c]quinolin-4-one